6-{[2-(pyridin-3-yl)propan-2-yl]amino}pyridine-3-carboxylic acid N1=CC(=CC=C1)C(C)(C)NC1=CC=C(C=N1)C(=O)O